N-(4-((dimethylamino)-methyl)pyridin-2-yl)-6-(1H-pyrazol-4-yl)benzo-[d]thiazol-2-amine CN(C)CC1=CC(=NC=C1)NC=1SC2=C(N1)C=CC(=C2)C=2C=NNC2